(6aR,9S)-7-benzyl-N-ethyl-N-propyl-4,6,6a,7,8,9-hexahydroindolo[4,3-fg]quinoline-9-carboxamide C(C1=CC=CC=C1)N1C[C@H](C=C2C3=C4C(C[C@@H]12)=CNC4=CC=C3)C(=O)N(CCC)CC